tetradecylheptyl-bisphenol A C(CCCCCCCCCCCCC)C=1C(=C(O)C=CC1C(C)(C)C1=CC=C(C=C1)O)CCCCCCC